ClC1=CC(=C(CC=2N=C3N(C=CC(=C3)C(=O)O)C2CC)C=C1)C(F)(F)F 2-(4-chloro-2-(trifluoromethyl)benzyl)-3-ethylimidazo[1,2-a]pyridine-7-carboxylic acid